ClC1=NC2=C(C3=C(C=C2C=C1)CCCC3)Cl 2,10-dichloro-6,7,8,9-tetrahydrobenzo[g]quinoline